N-(6-(5-chloro-7-(1,3-dimethylureido)-6-fluoro-1H-indazol-4-yl)imidazo[1,2-a]pyrazin-2-yl)-2-fluorocyclopropane-1-carboxamide ClC=1C(=C2C=NNC2=C(C1F)N(C(=O)NC)C)C=1N=CC=2N(C1)C=C(N2)NC(=O)C2C(C2)F